N1CCC2C1=NC1=CC=CC=C1C2=O 1,2,3,3a-tetrahydro-4H-pyrrolo[2,3-b]quinolin-4-one